4-Methyl-2-pentanon CC(CC(C)=O)C